NCCC=1C=CC=C2C(=NC(=NC12)NC1=CC(=CC(=C1)C)F)N[C@H](C)C1CC1 (R)-8-(2-aminoethyl)-N4-(1-cyclopropylethyl)-N2-(3-fluoro-5-methylphenyl)quinazoline-2,4-diamine